methacryloyl-oxypropyl-triethoxysilane C(C(=C)C)(=O)OCCC[Si](OCC)(OCC)OCC